N-hydroxyethyl-2-ethyl-3-benzyloxy-pyridin-4-one OCCN1C(=C(C(C=C1)=O)OCC1=CC=CC=C1)CC